1,4-dichloro-6,7-dimethoxy-phthalazine ClC1=NN=C(C2=CC(=C(C=C12)OC)OC)Cl